Methyl 9-(5-(azetidin-3-ylidenemethyl)pyridin-2-yl)-8-(2,4-dichlorophenyl)-6,7-dihydro-5H-benzo[7]annulene-3-carboxylate N1CC(C1)=CC=1C=CC(=NC1)C1=C(CCCC2=C1C=CC(=C2)C(=O)OC)C2=C(C=C(C=C2)Cl)Cl